NC1=C2C(=NC=N1)N(N=C2C2=NOC(=C2C2=NC=C(C=N2)OC2CN(C2)C(=O)OC(C)(C)C)C2CC2)C2(CC2)C tert-butyl 3-[2-[3-[4-amino-1-(1-methylcyclopropyl)pyrazolo[3,4-d]pyrimidin-3-yl]-5-cyclopropyl-isoxazol-4-yl]pyrimidin-5-yl]oxyazetidine-1-carboxylate